FC(S(=O)(=O)C1=CN(C=2CCC(C(C12)O)(F)F)C=1C=C(C#N)C=C(C1)F)F 3-(3-((difluoromethyl)sulfonyl)-5,5-difluoro-4-hydroxy-4,5,6,7-tetrahydro-1H-indol-1-yl)-5-fluorobenzonitrile